ClC1=NC(=CC(=C1)C(C1CN(C1)C(=O)OC(C)(C)C)(F)F)Cl tert-Butyl 3-[(2,6-dichloro-4-pyridyl)-difluoro-methyl]azetidine-1-carboxylate